7-iodopyrrolo[1,2-B]pyridazine-4-amine IC1=CC=C2N1N=CC=C2N